2-Chloro-N-{2-[4-(difluoromethyl)-1,3-thiazol-5-yl]-2-[4-(1,6-naphthyridin-5-yloxy)piperidin-1-yl]ethyl}-6-fluorobenzamide ClC1=C(C(=O)NCC(N2CCC(CC2)OC2=C3C=CC=NC3=CC=N2)C2=C(N=CS2)C(F)F)C(=CC=C1)F